ClC=1C(=C(C=CC1)NC1=C(C(=O)NC2=C(C=C(C=C2)N2CCNCC2)F)C=CC=C1)C 2-((3-chloro-2-methylphenyl)amino)-N-(2-fluoro-4-(piperazin-1-yl)phenyl)benzamide